N-(5-cyano-2-methoxyphenyl)acetamide C(#N)C=1C=CC(=C(C1)NC(C)=O)OC